COC1=NC=C(C(=N1)OC)C=1C=C(C=2N(N1)N=CN2)N2C[C@@H](CC2)OC(F)(F)F (R)-6-(2,4-dimethoxypyrimidin-5-yl)-8-(3-(trifluoromethoxy)pyrrolidin-1-yl)-[1,2,4]triazolo[1,5-b]pyridazine